N1C=CC=2C1=NC=C(C2)C=O 1H-pyrrolo[2,3-b]Pyridine-5-carboxaldehyde